tert-butyl methyl(2-{methyl[2-(methylamino)ethyl] amino}ethyl)carbamate CN(C(OC(C)(C)C)=O)CCN(CCNC)C